OC(C(C)NC(O[C@@H]1CC[C@H](CC1)C(N(C[C@@H]1CC[C@H](CC1)C1=NC(=C(C=C1)OC)C)C1=NC=CC(=C1)C=1N=C(OC1)C1CC1)=O)=O)C trans-4-((4-(2-Cyclopropyloxazol-4-yl) pyridin-2-yl)((trans-4-(5-methoxy-6-methylpyridin-2-yl)cyclohexyl)methyl) carbamoyl)cyclohexyl (3-hydroxybutan-2-yl)carbamate